The molecule is a hydroxy fatty acid anion that is the conjugate base of 2-hydroxybutyric acid, obtained by deprotonation of the carboxy group. It has a role as a human metabolite. It derives from a butyrate. It is a conjugate base of a 2-hydroxybutyric acid. CCC(C(=O)[O-])O